(S)-azetidin-1-yl-(2-(4-(5-(3,5-difluorophenyl)-4,5-dihydro-1H-pyrazole-1-carbonyl)piperazin-1-yl)-5-fluoropyrimidin-4-yl)methanone dimethacrylate chromium [Cr+2].C(C(=C)C)(=O)[O-].C(C(=C)C)(=O)[O-].N1(CCC1)C(=O)C1=NC(=NC=C1F)N1CCN(CC1)C(=O)N1N=CC[C@H]1C1=CC(=CC(=C1)F)F